C1OCC12CCN(CC2)C(=O)C2=C(C=C(C=C2)NC(=O)C2CC2)N2CCCC2 N-[4-(2-oxa-7-azaspiro[3.5]nonane-7-carbonyl)-3-pyrrolidin-1-ylphenyl]cyclopropanecarboxamide